(S)-homoalanine N[C@@H](CC)C(=O)O